COC(=O)C1=CC(=CC=2N1C=NC2)C2=CC=CC=C2 7-phenylimidazo[1,5-a]pyridine-5-carboxylic acid methyl ester